[2-Tert-butoxy-6-[2-(trifluoromethyl)-1-piperidyl]-4-pyridyl] trifluoromethanesulfonate FC(S(=O)(=O)OC1=CC(=NC(=C1)N1C(CCCC1)C(F)(F)F)OC(C)(C)C)(F)F